N-(3-(4,4-difluoropiperidin-1-yl)-5-methylphenyl)-5-(6-azaspiro[2.5]oct-6-yl)pyrido[3,4-d]pyrimidin-4-amine FC1(CCN(CC1)C=1C=C(C=C(C1)C)NC=1C2=C(N=CN1)C=NC=C2N2CCC1(CC1)CC2)F